FC[C@@H](C)OC1=CC=2N(C=C1C(=O)O)C=C(N2)C21COC(C2)(C1)C (R)-7-((1-fluoroprop-2-yl)oxy)-2-(1-methyl-2-oxabicyclo[2.1.1]hex-4-yl)imidazo[1,2-a]pyridine-6-carboxylic acid